COC1=NC(=CC=C1S(=O)(=O)Cl)C 2-Methoxy-6-methylpyridine-3-sulfonyl chloride